CC(C)[C@H](C)CC[C@@H](C)[C@H]1CC[C@H]2[C@@H]3CC=C4CC(CC[C@]4(C)[C@H]3CC[C@]12C)=O Campest-5-en-3-on